COC=1C=C(C=CC1OC)[C@@H](C)NC(\C=C\C1=CNC2=NC=C(C=C21)C2=CC(=CC=C2)S(=O)CC)=O (E)-N-((R)-1-(3,4-dimethoxyphenyl)ethyl)-3-(5-(3-(ethylsulfinyl)phenyl)-1H-pyrrolo[2,3-b]pyridin-3-yl)acrylamide